tert-Butyl (3-((4-cyclopropyl-3-(1,3-dioxolan-2-yl)-2-fluorophenoxy)methyl)phenyl)carbamate tert-Butyl-(3-((4-bromo-3-(1,3-dioxolan-2-yl)-2-fluorophenoxy)methyl)phenyl)carbamate C(C)(C)(C)N(C(O)=O)C1=CC(=CC=C1)COC1=C(C(=C(C=C1)Br)C1OCCO1)F.C1(CC1)C1=C(C(=C(OCC=2C=C(C=CC2)NC(OC(C)(C)C)=O)C=C1)F)C1OCCO1